1-(5-Chloro-pyridin-3-yl)-cyclobutanecarboxylic acid (5-chloro-pyridin-2-yl)-amide ClC=1C=CC(=NC1)NC(=O)C1(CCC1)C=1C=NC=C(C1)Cl